tert-butyl N-[(1S)-1-{[(3R)-1-{3-[(2-{2-[(6-chlorohexyl)oxy]ethoxy}ethyl) carbamoyl]propyl}pyrrolidin-3-yl]carbamoyl}-4-(2-nitro-1H-imidazol-1-yl)butyl]carbamate ClCCCCCCOCCOCCNC(=O)CCCN1C[C@@H](CC1)NC(=O)[C@H](CCCN1C(=NC=C1)[N+](=O)[O-])NC(OC(C)(C)C)=O